BrC=1C=C(OCC2=C(C=C(C#N)C=C2)F)C=CC1F 4-((3-bromo-4-fluorophenoxy)methyl)-3-fluorobenzonitrile